aluminum tris(ethyl acetate) C(C)CC(=O)[O-].C(C)CC(=O)[O-].C(C)CC(=O)[O-].[Al+3]